sodium (S)-4-(3-(cyanomethyl)-4-(2-fluoroacryloyl)piperazin-1-yl)-7-(8-methylnaphthalen-1-yl)-5,6,7,8-tetrahydro-1,7-naphthyridine-2-carboxylate C(#N)C[C@H]1CN(CCN1C(C(=C)F)=O)C1=CC(=NC=2CN(CCC12)C1=CC=CC2=CC=CC(=C12)C)C(=O)[O-].[Na+]